C(C)(C)(C)C1=CC=C(C=C1)NCC(O)C1=NNC(N1)=O 3-[2-(4-tert-Butylphenylamino)-1-hydroxyethyl]-1H-1,2,4-triazol-5(4H)-one